(1-methoxyprop-1-en-2-yl)-2-methylpyridine COC=C(C)C=1C(=NC=CC1)C